(R)-N-(1-isobutylpyrrolidin-3-yl)-4-(tetrahydro-2H-pyran-4-yl)-3,4-dihydroquinoxaline-1(2H)-carboxamide C(C(C)C)N1C[C@@H](CC1)NC(=O)N1CCN(C2=CC=CC=C12)C1CCOCC1